(2-(benzyloxy)-4-bromophenyl)(1-(tetrahydro-2H-pyran-2-yl)-1H-pyrazol-3-yl)methanol C(C1=CC=CC=C1)OC1=C(C=CC(=C1)Br)C(O)C1=NN(C=C1)C1OCCCC1